C(=C)/C(/C(=O)OCC1=CC=CC=C1)=C\C=C benzyl (2E)-2-ethenylpenta-2,4-dienoate